3-[2-[(E,3R)-5-[3-(Benzenesulfonamido)-5-fluorophenyl]-3-hydroxypent-4-enoxy]phenyl]propanoic acid C1(=CC=CC=C1)S(=O)(=O)NC=1C=C(C=C(C1)F)/C=C/[C@@H](CCOC1=C(C=CC=C1)CCC(=O)O)O